(3-bromo-4-(3,3-dimethylpiperazin-1-yl)phenyl)-2-((3,5-dichlorophenyl)amino)benzamide BrC=1C=C(C=CC1N1CC(NCC1)(C)C)C=1C(=C(C(=O)N)C=CC1)NC1=CC(=CC(=C1)Cl)Cl